Br[Mg] Bromo-Magnesium